C(C1=CC=CC=C1)OC1=CC(=CC=2CC(OC21)(C)C)N 7-benzyloxy-2,2-dimethyl-2,3-dihydrobenzofuran-5-amine